Cl.ClC=1N=CC2=CC=CC(=C2C1)CNC1CC(C1)OC1=CC(=C(C=C1)F)C(F)(F)F (1r,3r)-N-((3-chloroisoquinolin-5-yl)methyl)-3-(4-fluoro-3-(trifluoromethyl)phenoxy)cyclobutan-1-amine hydrochloride